NC=1C2=C(N=CN1)N(C=C2C2=C(C=C(C=C2)NC(C(O)C2=CC(=CC=C2)F)=O)CC)C N-(4-(4-amino-7-methyl-7H-pyrrolo[2,3-d]pyrimidin-5-yl)-3-ethylphenyl)-2-(3-fluorophenyl)-2-hydroxyacetamide